Methyl 2-([1-[(2-chlorophenyl)methyl]-5-(1-methyl-1H-indol-6-yl)-1H-pyrazol-3-yl]methoxy)-2-methylpropanoate ClC1=C(C=CC=C1)CN1N=C(C=C1C1=CC=C2C=CN(C2=C1)C)COC(C(=O)OC)(C)C